ClC1=C2C(=NC(=N1)I)N(N=C2)C2=C(C=C(C=C2)F)F 4-chloro-1-(2,4-difluorophenyl)-6-iodo-pyrazolo[3,4-d]pyrimidine